The molecule is a hydroxy monocarboxylic acid anion that is the conjugate base of pentalenic acid, obtained by deprotonation of the carboxy group; major species at pH 7.3. It is a conjugate base of a pentalenic acid. C[C@@H]1CC[C@@H]2[C@]13CC([C@@H]([C@H]3C=C2C(=O)[O-])O)(C)C